1-carboxymethylpyridine chloride [Cl-].C(=O)(O)CN1CC=CC=C1